C1(CC1)C=1N=CN(C1)C=1SC(=C(N1)C(=O)OC)C Methyl 2-(4-cyclopropyl-1H-imidazol-1-yl)-5-methylthiazole-4-carboxylate